(E)-Ethyl 5-(1-ethyl-1H-1,2,3-triazol-4-yl)pent-2-enoate C(C)N1N=NC(=C1)CC/C=C/C(=O)OCC